5-[4-[(3-pyridylacetyl)amino]phenyl]-1H-naphtho[1,2-b][1,4]diazepine-2,4(3H,5H)-dione hydrochloride Cl.N1=CC(=CC=C1)CC(=O)NC1=CC=C(C=C1)N1C2=C(NC(CC1=O)=O)C1=CC=CC=C1C=C2